O.O=C([C@H](O)[C@@H](O)[C@H](O)[C@H](O)CO)[O-].[Ca+2].O=C([C@H](O)[C@@H](O)[C@H](O)[C@H](O)CO)[O-] calcium gluconate salt monohydrate